BrC1=CC=C2C=NN(C2=C1)C(C)C 6-bromo-1-isopropyl-1H-indazole